CC1(OB(OC1(C)C)C1=CC=C(C=C1)NC(C)=O)C N-(4-(4,4,5,5-tetramethyl-1,3,2-dioxaborolan-2-yl)phenyl)acetamide